C1CC12CCC(CC2)C(=O)O spiro[2.5]octane-6-carboxylic acid